CC1=CC=C(C=C1)S(=O)(=O)OCC(COS(=O)(=O)C1=CC=C(C=C1)C)(CC1=NN=CN1C)C1=CC(=CC=C1)Br 2-(3-bromophenyl)-2-((4-methyl-4H-1,2,4-triazol-3-yl)-methyl)propane-1,3-diyl bis(4-methylbenzenesulfonate)